C1(=CC=CC=C1)S(=O)(=O)/C=C/C(=O)C1=CC=C(C=C1)C (E)-3-(phenylsulfonyl)-1-(p-tolyl)prop-2-en-1-one